1-(5-(benzyloxy)-6-(1,3-dioxolan-2-yl)pyridin-3-yl)cyclopropane-1-carboxylic acid C(C1=CC=CC=C1)OC=1C=C(C=NC1C1OCCO1)C1(CC1)C(=O)O